C(CCC)N1C(=NC=C1)C 1-n-butyl-2-methylimidazole